C1(CCCCC1)C1(CC=NO1)C 5-cyclohexyl-5-methyl-4,5-dihydroisoxazole